O1C(CC(CC1=O)=O)=O 2H-pyran-2,4,6(3H,5H)-trione